CN1C(N(C2=C1C(=CC=C2)CC2CCC(CC2)NC)C2C(NC(CC2)=O)=O)=O 3-[3-methyl-4-[[4-(methylamino)cyclohexyl]methyl]-2-oxo-benzimidazol-1-yl]piperidine-2,6-dione